ClC1=C(C(=C(C=C1OC)OC)Cl)C1=NC(=C2C=C(N=CC2=C1)N[C@@H]1COCC[C@@H]1NC(C=C)=O)N1CC(CC1)(C)OC N-((3S,4S)-3-((7-(2,6-dichloro-3,5-dimethoxyphenyl)-5-(3-methoxy-3-methylpyrrolidin-1-yl)-2,6-naphthyridin-3-yl)amino)tetrahydro-2H-pyran-4-yl)acrylamide